P(O)(=O)(OP(=O)(O)O)OC[C@@H]1[C@H]([C@H]([C@@H](O1)N1C(=O)N=C(N)C(=C1)C)O)O 5-methyl-cytidine diphosphate